5-[4-(anthracen-9-yl)butyl]-bicyclo[2.2.1]Hept-2-ene C1=CC=CC2=CC3=CC=CC=C3C(=C12)CCCCC1C2C=CC(C1)C2